(6-methyl-2-(pyrimidin-2-yl)pyridin-3-yl)methanone CC1=CC=C(C(=N1)C1=NC=CC=N1)C=O